ClC1=CC=C2C(=CC=NC2=C1)C(CCCN(CCN1CCCCC1)CC)(C)N 4-(7-chloro-4-quinolinyl)-N1-ethyl-N1-(2-(1-piperidinyl)ethyl)pentane-1,4-diamine